(R)-(4-chloro-3,5-difluoro-1H-indol-2-yl)(2-(methoxymethyl)piperazin-1-yl)methanone ClC1=C2C(=C(NC2=CC=C1F)C(=O)N1[C@H](CNCC1)COC)F